1-(3-(aminomethyl)phenyl)-N-(5-benzyl-2-fluorophenyl)-3-(trifluoromethyl)-1H-pyrazole-5-carboxamide NCC=1C=C(C=CC1)N1N=C(C=C1C(=O)NC1=C(C=CC(=C1)CC1=CC=CC=C1)F)C(F)(F)F